4-[2-(3,5-dimethoxy-phenylamino)-oxazol-5-yl]-benzonitrile COC=1C=C(C=C(C1)OC)NC=1OC(=CN1)C1=CC=C(C#N)C=C1